aluminum tris(2,4-hexanedione) CC(CC(CC)=O)=O.CC(CC(CC)=O)=O.CC(CC(CC)=O)=O.[Al]